ClC1=C(C(=O)NS(=O)(=O)C2CCN(CC2)C(=O)OC(C)(C)C)C=C(C(=C1)F)N1C(N(C(=CC1=O)C(F)(F)F)C)=O tert-Butyl 4-(N-(2-chloro-4-fluoro-5-(3-methyl-2,6-dioxo-4-(trifluoromethyl)-3,6-dihydropyrimidin-1(2H)-yl)benzoyl)sulfamoyl)piperidine-1-carboxylate